1,1-Dimethyl-acetone CC(C(=O)C)C